BrC(C(=O)CBr)Cl 1,3-dibromo-1-chloroacetone